(R)-9-benzyl-8-(2-chloro-4-(2-(3-methylpiperazin-1-yl)ethoxy)phenyl)-6-(1-methyl-cyclopropoxy)-9H-purine C(C1=CC=CC=C1)N1C2=NC=NC(=C2N=C1C1=C(C=C(C=C1)OCCN1C[C@H](NCC1)C)Cl)OC1(CC1)C